(S)-4-(((1R)-1-(2-fluoro-3-(piperidin-3-yl)phenyl)ethyl)amino)-2,6,8,8-tetramethyl-6,8-dihydrO-7H-pyrrolo[2,3-g]quinazolin-7-one FC1=C(C=CC=C1[C@H]1CNCCC1)[C@@H](C)NC1=NC(=NC2=CC3=C(C=C12)N(C(C3(C)C)=O)C)C